C1(CC1)C(=O)NC1=CC(=C(N=N1)C(=O)NC([2H])([2H])[2H])NC1=C(C(=CC=C1)C=1N=NC(=CC1)C(C)(C)O)OC 6-(Cyclopropanecarboxamido)-4-((3-(6-(2-hydroxypropan-2-yl)pyridazin-3-yl)-2-methoxyphenyl)amino)-N-(methyl-d3)pyridazine-3-carboxamide